(3,5-difluoropyridin-2-yl)methylamine hydrochloride Cl.FC=1C(=NC=C(C1)F)CN